C(C)OC(CC1=NC(=CC=C1)C=C)=O 2-(6-vinylpyridin-2-yl)acetic acid ethyl ester